NC=1C2=C(N=C(N1)Cl)N(C=C2C2=NN(C=C2)CC2=CC=CC=C2)[C@@H]2C[C@@H]([C@@H]1[C@H]2OC(O1)(C)C)CNC([O-])=O N-{[(3aR,4R,6R,6aS)-6-[4-amino-5-(1-benzylpyrazol-3-yl)-2-chloropyrrolo[2,3-d]pyrimidin-7-yl]-2,2-dimethyl-tetrahydro-3aH-cyclopenta[d][1,3]dioxol-4-yl]methyl}carbamate